5-(3-(3,3-dimethylbut-1-yn-1-yl)-2-fluoro-6-hydroxyphenyl)-1,2,5-thiadiazolidin-3-one 1,1-dioxide CC(C#CC=1C(=C(C(=CC1)O)N1CC(NS1(=O)=O)=O)F)(C)C